N-(3-methyl-4-bromophenyl)benzamide CC=1C=C(C=CC1Br)NC(C1=CC=CC=C1)=O